1-[(R)-3-(3-Chloro-2-tolyl)-3-(3-methyl-7-quinolylamino)-1-pyrrolidinyl]-2-propen-1-one ClC=1C(=C(C=CC1)C)[C@]1(CN(CC1)C(C=C)=O)NC1=CC=C2C=C(C=NC2=C1)C